NC=1C=C(C=CC1C)C=1N=NN(N1)C1CC(C1)C(=O)OC methyl (1r,3r)-3-(5-(3-amino-4-methylphenyl)-2H-tetrazol-2-yl)cyclobutane-1-carboxylate